cyclododecanetetraacetic acid C1(C(CCCCCCCCCC1)(CC(=O)O)CC(=O)O)(CC(=O)O)CC(=O)O